3-methylpyridazine-4-carboxylic Acid CC=1N=NC=CC1C(=O)O